2-(4-(5-(2-methoxy-2-oxoethyl)pyridin-2-yl)-2,2-dimethylpiperazine-1-carbonyl)-7,7-dimethyl-2,4,6,7-tetrahydro-5H-pyrazolo[4,3-c]pyridine-5-carboxylic acid tert-butyl ester C(C)(C)(C)OC(=O)N1CC=2C(C(C1)(C)C)=NN(C2)C(=O)N2C(CN(CC2)C2=NC=C(C=C2)CC(=O)OC)(C)C